4-(2-acryloyl-2,6-diazaspiro[3.4]octan-6-yl)-6-(5-methyl-1H-indazol-4-yl)-2-((tetrahydro-2H-pyran-4-yl)oxy)pyrimidine-5-carbonitrile C(C=C)(=O)N1CC2(C1)CN(CC2)C2=NC(=NC(=C2C#N)C2=C1C=NNC1=CC=C2C)OC2CCOCC2